(S)- and (R)-2-((4-cyanophenethyl)amino)-N-(5-(oxetan-3-yloxy)pyridin-2-yl)-2-phenylacetamide C(#N)C1=CC=C(CCN[C@H](C(=O)NC2=NC=C(C=C2)OC2COC2)C2=CC=CC=C2)C=C1 |r|